FC=1C=C2C=C(NC2=CC1CCC=1N=CSC1)CNC(=O)N1CCCC1 N-((5-fluoro-6-(2-(thiazol-4-yl)ethyl)-1H-indol-2-yl)methyl)pyrrolidine-1-carboxamide